tert-butyl 7-(2-((4-(tertbutyl) benzyl)(6-cyanopyridin-3-yl)amino)ethyl)-6,8-dioxa-2-azaspiro[3.5]nonane-2-carboxylate C(C)(C)(C)C1=CC=C(CN(CCC2OCC3(CN(C3)C(=O)OC(C)(C)C)CO2)C=2C=NC(=CC2)C#N)C=C1